COC1=C(OC=2C=CC(=C(C2)CO)N2C[C@H](CC2)OC2=NC=CC=C2C)C=CC=C1 (S)-(5-(2-methoxyphenoxy)-2-(3-(3-methylpyridin-2-yloxy)pyrrolidin-1-yl)phenyl)methanol